4-(4-((4-((5-(trifluoromethyl)pyridin-2-yl)amino)piperidin-1-yl)sulfonyl)phenyl)piperazin-2-one FC(C=1C=CC(=NC1)NC1CCN(CC1)S(=O)(=O)C1=CC=C(C=C1)N1CC(NCC1)=O)(F)F